4-((R)-3-((cyclobutylmethyl)amino)piperidin-1-yl)-1-(1-(4-(5-(methylamino)pyridin-3-yl)-1H-1,2,3-triazol-1-yl)ethyl)pyridin-2(1H)-one C1(CCC1)CN[C@H]1CN(CCC1)C1=CC(N(C=C1)C(C)N1N=NC(=C1)C=1C=NC=C(C1)NC)=O